COC=1C=C(C=CC1OC)C1(CCN(CC1)C([C@@H]1N(CCC1)CCCOC1=C2CN(C(C2=CC=C1)=O)C1C(NC(CC1)=O)=O)=O)C#N 4-(3,4-Dimethoxyphenyl)-1-((3-((2-(2,6-dioxopiperidin-3-yl)-1-oxoisoindol-4-yl)oxy)propyl)-D-prolyl)piperidine-4-carbonitrile